FC[C@H](CN(CCCCC1=NC=2NCCCC2C=C1)C(C(=O)O)CC)OC (((S)-3-fluoro-2-methoxypropyl)(4-(5,6,7,8-tetrahydro-1,8-naphthyridin-2-yl)butyl)amino)butanoic acid